C(#N)N1[C@H](COC(C1)(C)C)C(=O)N(C1=CC=C(C=C1)S(F)(F)(F)(F)F)C(C(=O)NC1CCC(CC1)(F)F)C=1C=NC=CC1 (3R)-4-cyano-N-[2-[(4,4-difluorocyclohexyl)amino]-2-oxo-1-(3-pyridyl)ethyl]-6,6-dimethyl-N-[4-(pentafluoro-λ6-sulfanyl)phenyl]morpholine-3-carboxamide